S(=O)(=O)=NC1=CC=C(C=2C(=CC(N=S(=O)=O)=CC2)C2=CC(=CC=C2C(=O)N)C(=O)N)C=C1 disulfonyl-benzidine-terephthalamide